FC1(CC12CC1CCCN1C2)F 2,2-difluorotetrahydro-1'h,3'h-spiro[cyclopropan-1,2'-pyrrolizine]